6-(6-chloro-2,5-dimethylpyrimidin-4-yl)-3-(6,7-dihydropyrazolo[1,5-a]pyrimidin-4(5H)-yl)-5,6,7,8-tetrahydro-1,6-naphthyridine ClC1=C(C(=NC(=N1)C)N1CC=2C=C(C=NC2CC1)N1C=2N(CCC1)N=CC2)C